3-bromo-5-fluoro-4-methoxybenzaldehyde BrC=1C=C(C=O)C=C(C1OC)F